ClC1=NC(=CC(=C1NC(C1=C(C=C(C(=C1)F)N1N=C2COCCN2C1=O)O[C@H](C(F)(F)F)C)=O)C)C N-(2-chloro-4,6-dimethylpyridin-3-yl)-5-fluoro-4-(3-oxo-5,6-dihydro-3H-[1,2,4]triazolo[3,4-c]-[1,4]oxazin-2(8H)-yl)-2-{[(2S)-1,1,1-trifluoropropan-2-yl]oxy}benzamide